N-(4-oxido-1,4λ6-oxathian-4-ylidene)-5-(5-(trifluoromethyl)-1,2,4-oxadiazol-3-yl)pyrimidine-2-carboxamide O=S1(CCOCC1)=NC(=O)C1=NC=C(C=N1)C1=NOC(=N1)C(F)(F)F